1-(2-((2S,4R)-2-(2-cyclohexyl-5-oxo-2,5-dihydro-1H-pyrazol-3-ylcarbamoyl)-4-fluoropyrrolidin-1-yl)-2-oxoethyl)-5-(pyridazin-4-yl)-1H-indazole-3-carboxamide C1(CCCCC1)N1NC(C=C1NC(=O)[C@H]1N(C[C@@H](C1)F)C(CN1N=C(C2=CC(=CC=C12)C1=CN=NC=C1)C(=O)N)=O)=O